di(biphenylyl)(phenylcarbazolyl)(biphenyl)amine C1(=C(C=CC=C1)C1=C(C(=C(C(=C1)C1=CC=CC=C1)N)C1=C(C=CC=2C3=CC=CC=C3NC12)C1=CC=CC=C1)C1=C(C=CC=C1)C1=CC=CC=C1)C1=CC=CC=C1